O[C@](C=O)(C#C)CO (R)-2-hydroxy-2-(hydroxymethyl)but-3-ynal